beryllium lithium chloride [Cl-].[Li+].[Be+2].[Cl-].[Cl-]